ClC=1C=C2C(C(=CNC2=CC1)I)=O 6-chloro-3-iodo-1H-quinolin-4-one